1-(2-oxo-2-(5-(4-(trifluoromethyl)phenyl)-3,4-dihydroisoquinolin-2(1H)-yl)ethyl)urea O=C(CNC(=O)N)N1CC2=CC=CC(=C2CC1)C1=CC=C(C=C1)C(F)(F)F